(S)-2-amino-N-(4-(N-ethylsulfamoyl)-2-fluorophenyl)-3-phenylpropanamide hydrochloride Cl.N[C@H](C(=O)NC1=C(C=C(C=C1)S(NCC)(=O)=O)F)CC1=CC=CC=C1